ClC=1C=C(C=C(C1)Cl)N1N=C(N=N1)C=1C=C(C=CC1)O 3-[2-(3,5-dichlorophenyl)-2H-tetrazol-5-yl]phenol